N-(3-(N-(4-methoxyphenyl)sulfamoyl)phenyl)picolinamide COC1=CC=C(C=C1)NS(=O)(=O)C=1C=C(C=CC1)NC(C1=NC=CC=C1)=O